C1(CC1)CN1C=C(C(C(=C1)C(=O)OCC)=O)C1=NC=C(C=C1)F ethyl 1'-(cyclopropylmethyl)-5-fluoro-4'-oxo-1',4'-dihydro-[2,3'-bipyridine]-5'-carboxylate